NC1=NC=NC=2N(C3=CC=C(C=C3C21)C(F)(F)F)CC(=O)N2[C@@H](C[C@H](C2)C#N)C(=O)NC2=NC(=CC=C2)Br (2S,4R)-1-(2-(4-amino-6-(trifluoromethyl)-9H-pyrimido[4,5-b]indol-9-yl)acetyl)-N-(6-bromopyridin-2-yl)-4-cyanopyrrolidine-2-carboxamide